[Si](C1=CC=CC=C1)(C1=CC=CC=C1)(C(C)(C)C)OCC1=NN(C(=C1)CSC=1C=C(C2=CC=CC=C2C1)O)C 3-(((3-(((tert-butyldiphenylsilyl)oxy)methyl)-1-methyl-1H-pyrazol-5-yl)methyl)-thio)naphthalen-1-ol